7-chloro-5-(2-chlorophenyl)-2-cyclopropyl-1-methyl-1,5-dihydro-4H-imidazo[4,5-c]quinolin-4-one ClC=1C=CC=2C3=C(C(N(C2C1)C1=C(C=CC=C1)Cl)=O)N=C(N3C)C3CC3